3-amino-7-chloro-4-(7-chloro-1H-indazol-4-yl)-6-((1r,3r)-3-fluorocyclobutyl)oxy-1H-quinolin-2-one NC=1C(NC2=CC(=C(C=C2C1C1=C2C=NNC2=C(C=C1)Cl)OC1CC(C1)F)Cl)=O